6-chloro-3-vinyl-1H-pyrrolo[3,2-c]pyridine ClC1=CC2=C(C=N1)C(=CN2)C=C